tert-butyl 2-((7-(3-(aminomethyl)phenyl)-5-((2-(2-ethoxy-2-oxoethyl)phenoxy)methyl)benzofuran-4-yl)oxy)acetate NCC=1C=C(C=CC1)C1=CC(=C(C=2C=COC21)OCC(=O)OC(C)(C)C)COC2=C(C=CC=C2)CC(=O)OCC